tert-butyl (3S,5R)-3-(tert-butoxycarbonylamino)-5-[[tert-butyl(dimethyl)silyl]oxymethyl]-2-oxo-pyrrolidine-1-carboxylate C(C)(C)(C)OC(=O)N[C@@H]1C(N([C@H](C1)CO[Si](C)(C)C(C)(C)C)C(=O)OC(C)(C)C)=O